bis-(4-aminocyclohexyl)methane tert-butyl-((3S,5S)-1-(2-chloro-5-(1-(2,2,2-trifluoroethyl)-1H-pyrazol-4-yl)pyridin-4-yl)-5-fluoropiperidin-3-yl)carbamate C(C)(C)(C)N(C(O)=O)[C@@H]1CN(C[C@H](C1)F)C1=CC(=NC=C1C=1C=NN(C1)CC(F)(F)F)Cl.NC1CCC(CC1)CC1CCC(CC1)N